(4-chloro-5-(4,4-difluorocyclohexyl)pyridin-2-yl)carbamic acid tert-butyl ester C(C)(C)(C)OC(NC1=NC=C(C(=C1)Cl)C1CCC(CC1)(F)F)=O